trimethylolphosphine oxide tricarbamate C(N)(O)=O.C(N)(O)=O.C(N)(O)=O.C(O)P(CO)(CO)=O